[N+](=O)([O-])Br bromo-nitrate